OCCNC(=O)C=1C=NC2=C(C=CC=C2C1)C1=CCC(CC1)C(F)(F)F N-(2-hydroxyethyl)-8-(4-(trifluoromethyl)cyclohex-1-en-1-yl)quinoline-3-carboxamide